FC=1C=C(C=CC1C1=CC=C(C=C1)N1CCN(CC1)C)C1=C(C=NN1)C1N(C2=CC=CC=C2C(N1)=O)C 2-[5-[3-Fluoro-4-[4-(4-methylpiperazin-1-yl)phenyl]phenyl]-1H-pyrazol-4-yl]-1-methyl-2,3-dihydroquinazolin-4-one